5-methoxy-(imidazo[4,5-B]pyridin) COC1=CC=C2C(=N1)N=CN2